N-(2-(1-acetylpyrrolidin-2-yl)ethyl)-4-(isopropylamino)-6-(1H-pyrazol-4-yl)quinoline-3-carboxamide C(C)(=O)N1C(CCC1)CCNC(=O)C=1C=NC2=CC=C(C=C2C1NC(C)C)C=1C=NNC1